N[C@@H]1[C@@H](CN(CC1)C(=O)OC(C)(C)C)C 2-methyl-2-propanyl (3R,4S)-4-amino-3-methyl-1-piperidinecarboxylate